C(C)(=O)C=1C=C(C=C2C(C=C(OC12)SCC)=O)C(F)(F)F 8-acetyl-2-ethylsulfanyl-6-(trifluoromethyl)chromen-4-one